[N+](=O)([O-])[O-].[N+](=O)([O-])C1=C(C=CC=C1)N1C(=CC=C1)C=C\C=N\NC(=[NH2+])N (E)-N-[1-(2-nitrophenyl)-1H-pyrrole-2-yl-allylideneamino]-guanidinium nitrate